(3S,4S)-3,4-dihydroxypiperidin O[C@H]1CNCC[C@@H]1O